bis(1,5-cyclooctadiene) dichloride [Cl-].[Cl-].C1=CCCC=CCC1.C1=CCCC=CCC1